Ethyl 4-[[2-[4-[6-[(4-cyano-2-fluoro-phenyl)methoxy]-2-pyridyl]-2-fluoro-phenyl]acetyl]amino]-3-fluoro-5-(oxetan-2-ylmethylamino)benzoate C(#N)C1=CC(=C(C=C1)COC1=CC=CC(=N1)C1=CC(=C(C=C1)CC(=O)NC1=C(C=C(C(=O)OCC)C=C1NCC1OCC1)F)F)F